CC=1C=C(C=C(C1OCCCN1CCOCC1)C)NC1=NC=C(C(=N1)N1OCCC1C1=CC=CC=C1)C#N 2-((3,5-dimethyl-4-(3-morpholinopropoxy)phenyl)amino)-4-(3-phenylisoxazolidin-2-yl)pyrimidine-5-carbonitrile